N-(8'-bromo-4'H-spiro[cyclopropane-1,5'-naphtho[2,1-d]isoxazol]-3'-yl)-4-methoxypyridine-3-sulfonamide BrC1=CC=C2C3(CC=4C(=NOC4C2=C1)NS(=O)(=O)C=1C=NC=CC1OC)CC3